tert-butyl (2R,6S)-4-{5-chloro-7-[7-fluoro-6-(methoxymethoxy)-2-methylindazol-5-yl]-1,8-naphthyridin-3-yl}-2,6-dimethylpiperazine-1-carboxylate ClC1=C2C=C(C=NC2=NC(=C1)C1=CC2=CN(N=C2C(=C1OCOC)F)C)N1C[C@H](N([C@H](C1)C)C(=O)OC(C)(C)C)C